2-(5-(4-(3-Chloro-2-fluoro-6-methoxyphenyl)-6-methylnicotinamido)-1,3,4-thiadiazol-2-yl)-2,2-difluoroacetic acid ClC=1C(=C(C(=CC1)OC)C1=CC(=NC=C1C(=O)NC1=NN=C(S1)C(C(=O)O)(F)F)C)F